2-[4-[4-[2-Phenylcyclopropyl]benzoyl]piperazin-1-yl]-3H-quinazolin-4-one C1(=CC=CC=C1)C1C(C1)C1=CC=C(C(=O)N2CCN(CC2)C2=NC3=CC=CC=C3C(N2)=O)C=C1